C1(CCCCC1)N1C(C(CC1)N(C(=O)C=1N=C(SC1)C#C)C1=CC(=CC(=C1)OC)OC)=O N-(1-Cyclohexyl-2-oxopyrrolidin-3-yl)-N-(3,5-dimethoxyphenyl)-2-ethynylthiazole-4-carboxamide